C12(CC3CC(CC(C1)C3)C2)CN(CCO)CC2=NC(=NO2)CC2=CC(=CC=C2)C(F)(F)F 2-[(1-adamantylmethyl)({3-[3-(trifluoromethyl)benzyl]-1,2,4-oxadiazol-5-yl}methyl)amino]ethanol